[(4-methoxyphenyl)-acetyl]-methylamine COC1=CC=C(C=C1)CC(=O)NC